Tricosa-17,20-dienoic acid C(CCCCCCCCCCCCCCCC=CCC=CCC)(=O)O